methyl-1,2-ethanediol CC(CO)O